BrC1=C(C#N)C(=CC=C1)C1=CC2=C(N=C(N=C2)S(=O)(=O)C)N(C1=O)C 2-Bromo-6-(8-methyl-2-(methylsulfonyl)-7-oxo-7,8-dihydropyrido[2,3-d]pyrimidin-6-yl)benzonitrile